FC1=CC(=C(C=C1)C1=CC(=CC(=C1)F)NC(=O)C=1C(N(C=C(C1)CNCC(C)C)CC(F)(F)F)=O)C1=NN=CN1C N-(4',5-Difluoro-2'-(4-methyl-4H-1,2,4-triazol-3-yl)-[1,1'-biphenyl]-3-yl)-5-((isobutylamino)methyl)-2-oxo-1-(2,2,2-trifluoroethyl)-1,2-dihydropyridine-3-carboxamide